N-(5-cyano-6-cyclopropoxypyridin-3-yl)-1-(quinolin-5-yl)-5-(trifluoromethyl)-1H-pyrazole-4-carboxamide C(#N)C=1C=C(C=NC1OC1CC1)NC(=O)C=1C=NN(C1C(F)(F)F)C1=C2C=CC=NC2=CC=C1